O1CCCC2=C1C=NC=C2N 3,4-Dihydro-2H-pyrano[2,3-C]pyridin-5-amine